1-(2,4-dimethylthiazol-5-yl)-N-(6-methoxy-1H-benzo[d]imidazole-2-yl)-2,5-dimethyl-1H-pyrrole-3-carboxamide CC=1SC(=C(N1)C)N1C(=C(C=C1C)C(=O)NC1=NC2=C(N1)C=C(C=C2)OC)C